OC(C(=O)N)COC hydroxy-3-methoxy-propionamide